C(C)C1=CC=C(C=C1)S(=O)(=O)C=1C=NC2=CC=C(C=C2C1N1CCN(CCC1)C)C(=O)[O-] 3-((4-ethylphenyl)sulfonyl)-4-(4-methyl-1,4-diazepan-1-yl)quinoline-6-carboxylate